FC=1C=C2C(C(=CN(C2=CC1N1[C@H](CCC1)CO)C1=CC=C(C=C1)OCC1=CC=C(C=C1)OC)C(=O)OCC)=O ethyl 6-fluoro-7-[(2R)-2-(hydroxymethyl) pyrrolidin-1-yl]-1-[4-[(4-methoxyphenyl) methoxy] phenyl]-4-oxoquinoline-3-carboxylate